C(C)(=O)C=1C2=C(NN1)\C(\CC2)=C\2/C(NC1=CC=C(C=C21)F)=O (Z)-3-(3-acetyl-4,5-dihydro-cyclopenta[c]pyrazol-6(1H)-ylidene)-5-fluoroindolin-2-one